NC=1C=2N(C3=CC(=C(C=C3N1)F)C(=O)N(C)[C@@H]1COC3=C1C=CC(=C3)C#CC3CC(C3)(F)F)C=NC2 (S)-4-amino-N-(6-((3,3-difluorocyclobutyl)ethynyl)-2,3-dihydrobenzofuran-3-yl)-7-fluoro-N-methylimidazo[1,5-a]quinoxaline-8-carboxamide